CC1=CC(=NC(=C1)C(=O)O)C(=S)O 4-methylthiopyridine-2,6-dicarboxylic acid